[N+](=O)([O-])CC(=O)NC1=C(C=CC=C1)OCCC nitro-2'-propoxyacetanilide